2-bromo-N-(4-fluorophenyl)-5-(4H-1,2,4-triazol-4-yl)benzamide BrC1=C(C(=O)NC2=CC=C(C=C2)F)C=C(C=C1)N1C=NN=C1